3-(1,2,3,4-tetrahydroisoquinolin-7-yl)piperidine-2,6-dione C1NCCC2=CC=C(C=C12)C1C(NC(CC1)=O)=O